ethyl {[(2,6-dioxo cyclohexylidene)methyl]amino}acetate O=C1C(C(CCC1)=O)=CNCC(=O)OCC